2-(1-((4-(N-(5-methylisothiazol-3-yl)sulfamoyl)phenyl)amino)hexyl)malonic acid diethyl ester C(C)OC(C(C(=O)OCC)C(CCCCC)NC1=CC=C(C=C1)S(NC1=NSC(=C1)C)(=O)=O)=O